FC1=CC=C(C=C1)C=1C=C2C(=NC=NC2=C(C1)OC)NC(CN1CCN(CC1)C)C1=CC=CC=C1 6-(4-Fluorophenyl)-8-methoxy-N-[2-(4-methylpiperazin-1-yl)-1-phenyl-ethyl]quinazolin-4-amine